3-(7-chloro-4-(methylamino)-2-oxo-quinazolin-1(2H)-yl)-2-methyl-benzonitrile ClC1=CC=C2C(=NC(N(C2=C1)C=1C(=C(C#N)C=CC1)C)=O)NC